C(C)OC(=O)C=1N=C(OC1C=1C=NC=CC1)C1=CC=C(C=C1)C(F)(F)F 5-(pyridin-3-yl)-2-(4-(trifluoromethyl)phenyl)Oxazole-4-carboxylic acid ethyl ester